2-amino-1-naphthalenesulfonic acid sodium salt [Na+].NC1=C(C2=CC=CC=C2C=C1)S(=O)(=O)[O-]